1-[2-(2,5-dimethyl-1,3-thiazol-4-yl)acetyl]-4-fluoro-N-{phenyl[4-(propan-2-yl)phenyl]methyl}pyrrolidine-2-carboxamide CC=1SC(=C(N1)CC(=O)N1C(CC(C1)F)C(=O)NC(C1=CC=C(C=C1)C(C)C)C1=CC=CC=C1)C